FC1=CC2=C(C3=C(S2)C=CC(=C3)[C@@]3(CS(C(C(N3)=N)(C)C)(=O)=O)C)C=C1C#CC (R)-5-(7-Fluoro-8-(prop-1-yn-1-yl)dibenzo[b,d]thiophen-2-yl)-3-imino-2,2,5-trimethylthiomorpholine 1,1-dioxide